FC1=CC=C2C=CN(C2=C1)CC(=O)N 2-(6-fluoro-indol-1-yl)-ACETAMIDE